CC1=NC2=C(N1)C=CC(=C2)C2=C(C=CC(=C2)CCC)C(C)O 1-(2-(2-methyl-1H-benzimidazol-5-yl)-4-propylphenyl)ethan-1-ol